1-{[1-(4-Methoxyphenyl)cyclopentyl]carbonyl}-N-(2-oxo-1,2,3,4-tetrahydroquinolin-6-yl)-D-prolinamide COC1=CC=C(C=C1)C1(CCCC1)C(=O)N1[C@H](CCC1)C(=O)NC=1C=C2CCC(NC2=CC1)=O